NC1=CC=C(C(=O)O)C=C1 para-aminobenzoic acid